1-benzyl-N-[5-[(tert-butyldimethylsilyl)oxy]pyridin-2-yl]piperidine-4-sulfonamide C(C1=CC=CC=C1)N1CCC(CC1)S(=O)(=O)NC1=NC=C(C=C1)O[Si](C)(C)C(C)(C)C